[Si](C)(C)(C(C)(C)C)O[C@H]1[C@@H](O[C@@H]([C@H]1O[Si](C)(C)C(C)(C)C)C)N1C(=O)N=C(N)C(=C1)F 2',3'-bis-O-(tert-butyldimethylsilyl)-5'-deoxy-5-fluorocytidine